N-(5-(tert-butyl)-1H-pyrazol-3-yl)-2-(4,4-difluoropiperidin-1-yl)-7-(3-(dimethylamino)propoxy)-6-methoxyquinazolin-4-amine C(C)(C)(C)C1=CC(=NN1)NC1=NC(=NC2=CC(=C(C=C12)OC)OCCCN(C)C)N1CCC(CC1)(F)F